NCCC[N+](C)(C)CC aminopropyl-ethyldimethylammonium